4-[3-(1,3-dimethylpyrazol-4-yl)-7,8-dihydro-5H-1,6-naphthyridin-6-yl]-6-fluoro-quinazoline CN1N=C(C(=C1)C=1C=NC=2CCN(CC2C1)C1=NC=NC2=CC=C(C=C12)F)C